Dicinnamoyl-glycerol C(C=CC1=CC=CC=C1)(=O)C(C(C(O)C(C=CC1=CC=CC=C1)=O)O)O